C(C1=CC=CC=C1)OC=1C(=NC=C2C(=CC=NC12)C1=CC=CC=C1)C(=O)OC Methyl 8-(benzyloxy)-4-phenyl-1,6-naphthyridine-7-carboxylate